ClC=1C=CC2=C(C=C(O2)C(C(=O)N[C@@H]([C@H](O)C2=CC3=C(OCCO3)C=C2)CN2CCCC2)(F)F)C1 2-(5-chlorobenzofuran-2-yl)-N-((1r,2r)-1-(2,3-dihydrobenzo[b][1,4]dioxin-6-yl)-1-hydroxy-3-(pyrrolidin-1-yl)propan-2-yl)-2,2-difluoroacetamide